NC1=NC=2C=C(C(=CC2C2=C1COC2)C(=O)N2C[C@](CC2)(C2=CC=C(C=C2)C(F)(F)F)O)F (4-amino-7-fluoro-1,3-dihydrofuro[3,4-c]quinolin-8-yl)((3S)-3-hydroxy-3-(4-(trifluoromethyl)phenyl)-1-pyrrolidinyl)methanone